(S)-1-(1-acryloylpyrrolidin-3-yl)-3-((3,5-dimethoxyphenyl)ethynyl)-1H-pyrazole-4-carboxamide C(C=C)(=O)N1C[C@H](CC1)N1N=C(C(=C1)C(=O)N)C#CC1=CC(=CC(=C1)OC)OC